S1C(=CC=C1)CN1N=CC(=C1)C1=CC=C(C=C1)C1=NOC(C1)(O)C(F)(F)F 3-[4-[1-(thiophen-2-ylmethyl)pyrazol-4-yl]phenyl]-5-(trifluoromethyl)-4H-1,2-oxazol-5-ol